NC1=NC=C(C=C1C=1C=C2C=CN=C(C2=CC1)NC)Br 6-(2-amino-5-bromopyridin-3-yl)-N-methylisoquinolin-1-amine